(S)-4-(Cyclopropylmethyl)-4-hydroxy-7,8-dihydro-1H-pyrano[3,4-f]indolizine-3,6,10(4H)-trione C1(CC1)C[C@]1(C(OCC=2C(N3CCC(C3=CC21)=O)=O)=O)O